CC1=C(C(=C2N1N=C(C1=CC=CC=C21)N2CCCC2)CO)CO (3-methyl-6-(pyrrolidin-1-yl)pyrrolo[2,1-a]phthalazine-1,2-diyl)-dimethanol